(2S,3S)-1-(tert-butoxycarbonyl)-2-{[(tert-butyldiphenylsilyl)oxy]methyl}pyrrolidine-3-carboxylic acid C(C)(C)(C)OC(=O)N1[C@@H]([C@H](CC1)C(=O)O)CO[Si](C1=CC=CC=C1)(C1=CC=CC=C1)C(C)(C)C